COC=1C=C2CCN(CC2=CC1NC1=NC2=CC(=CC=C2C=N1)NCC(=O)NC)C N~2~-{2-[(6-methoxy-2-methyl-1,2,3,4-tetrahydroisoquinolin-7-yl)amino]quinazolin-7-yl}-N-methylglycinamide